FC(CN1N=C(C=2C1=NC(=NC2)N2CCC1(CC(N(C1)C1=NC=CC(=C1)C(F)(F)F)=O)CC2)C)F 8-[1-(2,2-difluoroethyl)-3-methyl-1H-pyrazolo[3,4-d]pyrimidin-6-yl]-2-[4-(trifluoromethyl)pyridin-2-yl]-2,8-diazaspiro[4.5]decan-3-one